Cl.Cl.N[C@H](CN1C(C2=CC=CC=C2C1=O)=O)CC=1C=C2C(=NC1)NN=C2 (S)-2-(2-amino-3-(1H-pyrazolo[3,4-b]pyridin-5-yl)propyl)isoindoline-1,3-dione dihydrochloride